COC(=O)C1C(N(N=C(C1)C1=CC=C(C=C1)OC(F)(F)F)C1=CC(=CC=C1)F)=O 2-(3-fluorophenyl)-3-oxo-6-[4-(trifluoromethoxy)phenyl]-2,3,4,5-tetrahydropyridazine-4-carboxylic acid methyl ester